FC=1C(=C2C=NNC2=C(C1)C1=CC=C(N=N1)NC1CCN(CC1)C(=O)OC(C)(C)C)C=1C=NNC1 tert-butyl 4-({6-[5-fluoro-4-(1H-pyrazol-4-yl)-1H-indazol-7-yl]pyridazin-3-yl} amino)piperidine-1-carboxylate